[I-].ICCCC[N+](C)(C)C 4-iodobutyl-trimethyl-ammonium iodide